D-pantothenate calcium [Ca+2].C(CCNC([C@@H](O)C(C)(C)CO)=O)(=O)[O-].C(CCNC([C@@H](O)C(C)(C)CO)=O)(=O)[O-]